1-ethyl-6-(4-(2-fluoro-4-(trifluoromethyl)benzyl)piperazin-1-yl)-3-hydroxyquinoline-2,4(1H,3H)-dione C(C)N1C(C(C(C2=CC(=CC=C12)N1CCN(CC1)CC1=C(C=C(C=C1)C(F)(F)F)F)=O)O)=O